OCC1=C(C=C(C=C1)O)OCC#C 4-(Hydroxymethyl)-3-(prop-2-ynyloxy)phenol